CS(=O)(=O)C1=CC=C(OC[C@H](CNC2COC3(C2)CCN(CC3)S(=O)(=O)C3=CC2=CC=CC=C2C=C3)O)C=C1 (2S)-1-(4-(methylsulfonyl)phenoxy)-3-(8-(naphthalen-2-ylsulfonyl)-1-oxa-8-azaspiro[4.5]decan-3-ylamino)propan-2-ol